(S)-2-amino-4,4-dimethylpentanoic acid N[C@H](C(=O)O)CC(C)(C)C